ClC1=CC(=C(C=C1)C1=NC(=CC=2N=C(N(C(C21)=O)C)C)N2C[C@@H](OC[C@H]2C)C=2C=NN(C2)C)F 5-(4-chloro-2-fluoro-phenyl)-2,3-dimethyl-7-((2S,5R)-5-methyl-2-(1-methyl-1H-pyrazol-4-yl)-4-morpholinyl)-pyrido[4,3-d]pyrimidin-4(3H)-one